BrC1=C(C2=C(C(N(C2=O)CC2=CC=C(C=C2)OC)(C)C)S1)C 2-bromo-5-[(4-methoxyphenyl)methyl]-3,6,6-trimethylthieno[2,3-c]pyrrol-4-one